ethyl-2-methoxy-5-(3-methoxypropyl)pyridine C(C)C=1C(=NC=C(C1)CCCOC)OC